Ethyl (2R)-3-(3-cyanophenyl)-2-{[(1,2,3,5,6,7-hexahydro-s-indacen-4-yl)carbamoyl]oxy}-propanoate C(#N)C=1C=C(C=CC1)C[C@H](C(=O)OCC)OC(NC1=C2CCCC2=CC=2CCCC12)=O